4-(5H-pyrrolo[3,2-d]pyrimidin-2-yl)piperidine-1-carboxylic acid tert-butyl ester C(C)(C)(C)OC(=O)N1CCC(CC1)C=1N=CC2=C(N1)C=CN2